(trifluoromethyl)spiro[indane-1,3'-indoline]-2'-one FC(F)(F)N1C(C2(C3=CC=CC=C13)CCC1=CC=CC=C12)=O